CN(CCC1(CC=C(C=C1)NC1=NC=C(C(=N1)N1OCCC1C1=CC=CC=C1)C(F)(F)F)NC)C 1-(2-(dimethylamino)ethyl)-N1-methyl-N4-(4-(3-phenylisoxazolidin-2-yl)-5-(trifluoromethyl)pyrimidin-2-yl)benzene-1,4-diamine